O1CCOC12CCC(CC2)CCO 2-(1,4-Dioxaspiro[4.5]decan-8-yl)ethanol